6-bromo-1-(2-morpholinoethyl)-2-oxo-N-(spiro[3.3]heptan-2-yl)-1,2-dihydro-1,8-naphthyridine-3-carboxamide BrC=1C=C2C=C(C(N(C2=NC1)CCN1CCOCC1)=O)C(=O)NC1CC2(C1)CCC2